ClC=1C(=C(NC2=NC=NC3=CC(=C(C=C23)C2CN(CCC2)C(C=C)=O)F)C=CC1Cl)F 1-[3-[4-(3,4-dichloro-2-fluoro-anilino)-7-fluoro-quinazolin-6-yl]-1-piperidyl]prop-2-en-1-one